FC1=C(C=CC=C1F)N1C[C@H]2C([C@H]2C1)C1=NOC(=N1)CN1C=NC=2N=CN(C2C1=O)C 1-((3-((1R,5S,6R)-3-(2,3-difluorophenyl)-3-azabicyclo[3.1.0]hexan-6-yl)-1,2,4-oxadiazol-5-yl)methyl)-7-methyl-1,7-dihydro-6H-purin-6-one